C=1CC(C=C2C3=CC=CC=C3C=CC12)=NO phenanthrene-3-one oxime